COC(C1=C(N=C(C=C1C(=C)OCC)Br)NC)=O 6-bromo-4-(1-ethoxyvinyl)-2-(methylamino)nicotinic acid methyl ester